BrC1=CC=C2C(=N1)C(=CN2)CC(CO)(C)C 3-{5-bromo-1H-pyrrolo[3,2-b]pyridin-3-yl}-2,2-dimethylpropan-1-ol